2-benzyl-5-(trifluoromethyl)isoindoline C(C1=CC=CC=C1)N1CC2=CC=C(C=C2C1)C(F)(F)F